C[C@]1(CCC[C@]2([C@H]1CC[C@@]3([C@@H]2C[C@H]([C@]4([C@H]3CCC5=C4C(=O)OC5)C)O)C)C)CO The molecule is a scalarane sesterterpenoid isolated from the marine sponge Hyrtios erectus and has been shown to exhibit antineoplastic activity. It has a role as a metabolite and an antineoplastic agent. It is a gamma-lactone, an organic heteropentacyclic compound, a primary alcohol, a scalarane sesterterpenoid, a secondary alcohol and a terpene lactone.